C(C1=CC=CC=C1)OC=1C=CC2=C(C(=C(O2)C)C(=O)NC2CC3(C2)CCN(CC3)C(=O)OC(C)(C)C)C1 tert-butyl 2-(5-(benzyloxy)-2-methylbenzofuran-3-carboxamido)-7-azaspiro[3.5]nonane-7-carboxylate